tert-Butyl (1-((1S,2R)-2-fluorocyclopropyl)-2-oxo-1,2-dihydropyridin-3-yl)carbamate F[C@H]1[C@H](C1)N1C(C(=CC=C1)NC(OC(C)(C)C)=O)=O